ClC1=C(C#N)C=C(C=C1)N1C=NC2=C1C(OC(C2)(C)C)=O 2-chloro-5-{6,6-dimethyl-4-oxo-3H,4H,6H,7H-pyrano[3,4-d]imidazol-3-yl}benzonitrile